C(#N)/C(/C(=O)NCCCCC1=CC=CC=C1)=C\C1=CC(=C(C=C1)O)O (E)-2-Cyano-3-(3,4-dihydroxyphenyl)-N-(4-phenylbutyl)-2-propenamide